[5-[7-[2-(cyclopropanecarbonylamino)imidazo[1,2-a]pyridin-5-yl]-1H-benzotriazol-5-yl]-2-furyl]phosphonic acid C1(CC1)C(=O)NC=1N=C2N(C(=CC=C2)C2=CC(=CC3=C2NN=N3)C3=CC=C(O3)P(O)(O)=O)C1